COC(=O)C1=NC(=CC=C1)C 6-methylpyridinecarboxylic acid methyl ester